Cl.O1COC2=C1C=CC=C2OCCCN 3-[(benzo[d][1,3]dioxol-4-yl)oxy]propanamine hydrochloride